O1CCCC2=CC(=CC=C12)/C=C/C=1C=C(C(=C(C=O)C1)O)F (E)-5-(2-(chroman-6-yl)vinyl)-3-fluoro-2-hydroxybenzaldehyde